ClC=1C(=CC(=C(C1)S(=O)(=O)N(C=1N=CSC1)CC1=C(C=C(C=C1)OC)OC)F)F 5-chloro-N-(2,4-dimethoxybenzyl)-2,4-difluoro-N-(thiazol-4-yl)benzenesulfonamide